FC(C(=O)O)(F)F.NC1=C(C2=C(S1)CCC21CNC1)C#N 2'-Amino-5',6'-dihydrospiro[azetidine-3,4'-cyclopenta[b]thiophene]-3'-carbonitrile trifluoroacetate